3-(6-oxo-8-(2-(tetrahydro-2H-pyran-4-yl)ethyl)-5,6,7,8-tetrahydropyrazino[2,3-b]pyrazin-2-yl)benzonitrile O=C1NC2=C(N(C1)CCC1CCOCC1)N=C(C=N2)C=2C=C(C#N)C=CC2